C1(CC1)NC1=NC(=NC=C1C(F)(F)F)NC1=C2C=NN(C2=CC=C1)[C@@]1(C(OCC1)=O)C (S)-3-(4-((4-(cyclopropylamino)-5-(trifluoromethyl)pyrimidin-2-yl)amino)-1H-indazol-1-yl)-3-methyldihydrofuran-2(3H)-one